CN(C(OC(C)(C)C)=O)C(C)C1=NN(N=C1[Sn](CCCC)(CCCC)CCCC)C tert-butyl methyl(1-(2-methyl-5-(tributylstannyl)-2H-1,2,3-triazol-4-yl)ethyl)carbamate